OCCCCN1N=NC2=C1C=CC(=C2C)C(CC(=O)OCC)C2=CC(=C(C=C2)C)[C@@H](C)N2S(OC1=C(C2)C=C(C=C1C)O)(=O)=O ethyl 3-[1-(4-hydroxybutyl)-4-methyl-1H-benzotriazol-5-yl]-3-{3-[(1R)-1-(6-hydroxy-8-methyl-2,2-dioxo-2H-1,2λ6,3-benzoxathiazin-3(4H)-yl)ethyl]-4-methylphenyl}propanoate